O[C@@H]1[C@H](CN(CC1)C1=C2C=CC(=NC2=CC(=C1)S(NC1(CC1)C)(=O)=O)NC(=O)C12CC2C1)C N-(5-((3S,4S)-4-hydroxy-3-methylpiperidin-1-yl)-7-(N-(1-methylcyclopropyl)sulfamoyl)quinolin-2-yl)bicyclo[1.1.0]butane-1-carboxamide